(R)-2-methyl-N-((R)-3-(methylthio)-1-(4,4,5,5-tetramethyl-1,3,2-dioxaborolan-2-yl)propyl)propane-2-sulfinamide CC(C)(C)[S@@](=O)N[C@@H](CCSC)B1OC(C(O1)(C)C)(C)C